tert-butyl-(((R)-2-((3E,7E)-11-cyclobutylidene-4,8-dimethylundecane-3,7-dien-1-yl)-2,5,7,8-tetramethylchroman-6-yl)oxy)dimethylsilane platinum-gold-palladium [Pd].[Au].[Pt].C(C)(C)(C)[Si](C)(C)OC=1C(=C2CC[C@@](OC2=C(C1C)C)(C)CC\C=C(\CC\C=C(\CCC=C1CCC1)/C)/C)C